C(C)N1CCN(CC1)C1=CC=C(N)C=C1 4-(4-ethyl-1-piperazinyl)aniline